4,4'-bis((2-methylazepan-1-yl)sulfonyl)-1,1'-biphenyl CC1N(CCCCC1)S(=O)(=O)C1=CC=C(C=C1)C1=CC=C(C=C1)S(=O)(=O)N1C(CCCCC1)C